NC1=NC=2C=CC(=CC2C2=C1C=NN2C)C(=O)N(N(C)C(=O)C2CC2)CC2=C(C=C(C=C2)C=2C=NN(C2)C(F)(F)F)Cl 4-amino-N-[[2-chloro-4-[1-(trifluoromethyl)pyrazol-4-yl]phenyl]methyl]-N'-(cyclopropanecarbonyl)-N',1-dimethyl-pyrazolo[4,3-c]quinoline-8-carbohydrazide